C(C1=CC=CC=C1)NCCC1=NNC2=CC=C(C=C12)OC N-benzyl-2-(5-methoxy-1H-indazol-3-yl)ethan-1-amine